2-methyl-N1,N3-disec-butylcyclohexane-1,3-diamine CC1C(CCCC1NC(C)CC)NC(C)CC